FC1=C(C=C(C=C1)F)C=1C=C2C[C@@H](CC2=CC1)C(=O)N1CCC2=CC(=C(C=C12)S(=O)(=O)N)F (R)-1-(5-(2,5-difluorophenyl)-2,3-dihydro-1H-indene-2-carbonyl)-5-fluoroindoline-6-sulfonamide